C(C)(C)(C)OOC(C)(C)C tert.butyl peroxide